ClC1=C(C=CC=2C3=C(N(C12)S(=O)(=O)C)CCN(C3)C(=O)C3=NC=C(C=N3)OC)Cl (6,7-dichloro-5-(methylsulfonyl)-1,3,4,5-tetrahydro-2H-pyrido[4,3-b]indol-2-yl)(5-methoxypyrimidin-2-yl)methanone